CN1CCC(CC1)=O (Dl)-1-methyl-4-piperidone